CC(C(C([Se]C1=CC=CC=C1)[Se]C1=CC=CC=C1)=O)(C)C 3,3-Dimethyl-1,1-bis(phenylselanyl)butan-2-one